4-(4-cyanophenyl)-6-(methylamino)isoindoline-2-carbonitrile C(#N)C1=CC=C(C=C1)C1=C2CN(CC2=CC(=C1)NC)C#N